O1[C@@H](COCC1)CNC(=O)C1=C(C2=C(CC3(C4=CN(N=C24)CC2=NC=C(C=C2)C)CC3)O1)C(F)(F)F N-{[(2R)-1,4-dioxan-2-yl]methyl}-2'-[(5-methylpyridin-2-yl)methyl]-8'-(trifluoromethyl)-2',5'-dihydrospiro[cyclopropane-1,4'-furo[2,3-g]indazole]-7'-carboxamide